N-[3-(2-aminoquinazolin-6-yl)-2-fluorophenyl]-5-chloro-2-methoxypyridine NC1=NC2=CC=C(C=C2C=N1)C=1C(=C(C=CC1)N1C(C=CC(=C1)Cl)OC)F